4-[(7R)-6-{1H-pyrrolo[2,3-b]pyridin-4-yl}-7-methyl-5H,6H,7H,8H-pyrido[4,3-d]pyrimidin-4-yl]-1-(methanesulfonyl)-cyclohexyl-methyl-sulfoximine N1C=CC=2C1=NC=CC2N2CC1=C(N=CN=C1C1CCC(CC1)(S(=O)(=O)C)S(=O)(=N)C)C[C@H]2C